(3S)-3-({7-bromo-6-cyclopropyl-2-(ethylsulfanyl)-8-[(1S)-1-phenylethoxy]quinolin-4-yl}oxy)pyrrolidine-1-carboxylic acid tert-butyl ester C(C)(C)(C)OC(=O)N1C[C@H](CC1)OC1=CC(=NC2=C(C(=C(C=C12)C1CC1)Br)O[C@@H](C)C1=CC=CC=C1)SCC